CN1N=CC=C1C(=O)NC(C(NC1=CC=C2C(=C1)NC(C21CCOCC1)=O)=O)C1CC(CCC1)C(F)(F)F 2-Methyl-N-{2-oxo-2-[(2-oxo-spiro[1H-indole-3,4'-oxane]-6-yl)amino]-1-[3-(trifluoro-methyl)cyclohexyl]ethyl}-pyrazole-3-carboxamide